5-ethyl-6-fluoro-4-(8-fluoro-2-(((2R,7aS)-2-fluorotetrahydro-1H-pyrrolizin-7a(5H)-yl)methoxy)-4-((2-hydroxyethyl)amino)-5-isopropoxypyrido[4,3-d]pyrimidin-7-yl)naphthalen-2-ol C(C)C1=C2C(=CC(=CC2=CC=C1F)O)C1=C(C=2N=C(N=C(C2C(=N1)OC(C)C)NCCO)OC[C@]12CCCN2C[C@@H](C1)F)F